tris(2-ethyl hexyl) phosphate P(=O)(OCC(CCCC)CC)(OCC(CCCC)CC)OCC(CCCC)CC